4-(8-Chloro-6-(4,4,5,5-tetramethyl-1,3,2-dioxaborolan-2-yl)-3,4-dihydroisoquinolin-2(1H)-yl)-2-methylbutan-2-ol ClC=1C=C(C=C2CCN(CC12)CCC(C)(O)C)B1OC(C(O1)(C)C)(C)C